OCC1=C(C=CC=C1)NC1=NC(=NC=C1C(=O)N)NC1=CC=C(C=C1)CS(=O)(=O)C 4-{[2-(hydroxymethyl)phenyl]amino}-2-({4-[(methylsulfonyl)methyl]phenyl}-amino)pyrimidine-5-carboxamide